OC1=CC(=NN1C1=CC=C(C=C1)C=1CCC(NN1)=O)C 6-(4-(5-hydroxy-3-methyl-1H-pyrazol-1-yl)phenyl)-4,5-dihydropyridazin-3(2H)-one